FC1=C(C=C2C(=C(N(C2=C1)C1=CC(=C(C=C1)F)C)C(C)C)C#N)OC 6-fluoro-1-(4-fluoro-3-methyl-phenyl)-2-isopropyl-5-methoxy-indole-3-carbonitrile